C(C)(C)(C)OC(NC1=CC=C(C=C1)CC(N1C(CC1)C(NC=1SC=C(N1)C1=CC(=CC=C1)C1=CC=NC=C1)=O)=O)=O tert-Butyl-(4-(2-oxo-2-(2-((4-(3-(pyridin-4-yl)phenyl)thiazol-2-yl)carbamoyl)azetidin-1-yl)ethyl)phenyl)carbamate